C(C)C(C(=O)OCC(OC(C(CCCC)CC)=O)COC(C(CCCC)CC)=O)CCCC glycerin tris(ethylhexanoate)